COC=1C=C(C(=NC1)C#N)C=1N=NN(C1)CC1=CC=C2C=C(NC2=C1)CNCC12CC(C1)(C2)C 5-Methoxy-3-[1-({2-[({(3-methyl-bicyclo[1.1.1]pent-1-yl)methyl}amino)methyl]-1H-indol-6-yl}methyl)-1H-1,2,3-triazol-4-yl]-2-pyridine-carbonitrile